3-Methylanisol CC=1C=C(C=CC1)OC